COC1=C(C=CC(=C1)C(F)(F)F)C1=C(C=C(N=N1)S[C@H]1[C@H]2CC[C@@H](CC1)N2C(=O)OC(C)(C)C)C |r| (rac)-tert-butyl (1R,2R,5S)-2-((6-(2-methoxy-4-(trifluoromethyl)phenyl)-5-methylpyridazin-3-yl)thio)-8-azabicyclo[3.2.1]octane-8-carboxylate